4-(4-(5-((furan-2-ylmethyl)amino-[1,2,4]triazolo[4,3-c]pyrimidin-8-yl)phenyl)piperazin-1-yl)decane-1-on O1C(=CC=C1)CNC1=NN=C2N1C=NC=C2C=2C=CC=C(C2)N2CCN(CC2)C(CCC=O)CCCCCC